[3-[1-[(2,4-Dimethoxyphenyl)methylamino]-4-methylphthalazin-6-yl]-4-(trifluoromethyl)phenyl]boronic acid COC1=C(C=CC(=C1)OC)CNC1=NN=C(C2=CC(=CC=C12)C=1C=C(C=CC1C(F)(F)F)B(O)O)C